N[C@@H](C)C(=O)O anti-alanine